((3aS,7aR)-7a-fluoro-1-oxooctahydro-2H-pyrrolo[3,4-c]pyridin-2-yl)cyclopentane-1-carboxylic acid F[C@@]12[C@@H](CNCC1)CN(C2=O)C2(CCCC2)C(=O)O